ClC=1C=C(OCC(=O)O)C=C(C1CC1=CC(=C(C=C1)O)C1=C(C=CC(=C1)F)Cl)Cl 2-[3,5-dichloro-4-[[3-(2-chloro-5-fluoro-phenyl)-4-hydroxy-phenyl]methyl]phenoxy]acetic acid